1-(4-(difluoromethoxy)phenyl)-N-(1H-indol-4-yl)-3-methyl-5-oxo-4,5-dihydro-1H-pyrazole-4-carboxamide FC(OC1=CC=C(C=C1)N1N=C(C(C1=O)C(=O)NC1=C2C=CNC2=CC=C1)C)F